6-((1-(4-fluorophenyl)-4-hydroxypiperidin-4-yl)methyl)-2-methyl-3-(1-(methylamino)-2,3-dihydro-1H-inden-5-yl)-2H-pyrazolo[4,3-d]pyrimidin-7(6H)-one FC1=CC=C(C=C1)N1CCC(CC1)(O)CN1C=NC=2C(C1=O)=NN(C2C=2C=C1CCC(C1=CC2)NC)C